methyl 2-(2-(2-chlorophenyl)acetyl)-5-fluoro-3-nitrobenzoate ClC1=C(C=CC=C1)CC(=O)C1=C(C(=O)OC)C=C(C=C1[N+](=O)[O-])F